C(C)[C@@H]1N(C[C@H](N(C1)C(C)C1=NC=C(C=C1C(F)(F)F)F)CC)C=1C=2C(N(C(C1)=O)C)=CN(N2)CC#N 2-(7-((2S,5R)-2,5-diethyl-4-(1-(5-fluoro-3-(trifluoromethyl)pyridin-2-yl)ethyl)piperazin-1-yl)-4-methyl-5-oxo-4,5-dihydro-2H-pyrazolo[4,3-b]pyridin-2-yl)acetonitrile